di-tert-butyl 2,2'-((((bicyclo[1.1.1]pentane-1,3-diylbis(methylene))bis(oxy))bis(ethane-2,1-diyl))bis(oxy))diacetate C12(CC(C1)(C2)COCCOCC(=O)OC(C)(C)C)COCCOCC(=O)OC(C)(C)C